tert-butyl (3R)-3-[[4-[5-(2-methoxyethyl)-1,3,4-thiadiazol-2-yl]benzoyl]-(3-methylthieno[3,2-c]pyridin-4-yl)amino]piperidine-1-carboxylate COCCC1=NN=C(S1)C1=CC=C(C(=O)N([C@H]2CN(CCC2)C(=O)OC(C)(C)C)C2=NC=CC3=C2C(=CS3)C)C=C1